(2,4-dimethoxybenzyl)-5-nitro-2-(2H-pyrazolo[3,4-c]pyridin-2-yl)benzene-sulfonamide COC1=C(CC=2C(=C(C=C(C2)[N+](=O)[O-])S(=O)(=O)N)N2N=C3C=NC=CC3=C2)C=CC(=C1)OC